(6-Acetylquinoline-4-carbonyl)glycine tert-butyl ester C(C)(C)(C)OC(CNC(=O)C1=CC=NC2=CC=C(C=C12)C(C)=O)=O